FC1=C(CNC=2C=CC(=NC2)N2N=C(C=C2C)C2=NN(C(O2)=O)C)C(=CC=C1)F 5-(1-(5-((2,6-difluorobenzyl)amino)pyridin-2-yl)-5-methyl-1H-pyrazol-3-yl)-3-methyl-1,3,4-oxadiazol-2(3H)-one